C12C3C(C(C=C1)C2)C(=O)OC3=O cis-5-norbornene-2,3-dicarboxylic anhydride